(S)-N-(1-(3-chlorophenyl)-2-(dimethylamino)-ethyl)-1-(5-methyl-2-((tetrahydro-2H-pyran-4-yl)amino)-pyrimidin-4-yl)-1H-imidazole-4-carboxamide ClC=1C=C(C=CC1)[C@@H](CN(C)C)NC(=O)C=1N=CN(C1)C1=NC(=NC=C1C)NC1CCOCC1